2,3-dimethylbutyryl chloride CC(C(=O)Cl)C(C)C